C(C1=CN=CC=C1)(=O)OCCOC(C1=CN=CC=C1)=O ethane-1,2-diyl dinicotinate